BrC=1C=C(C2=C(N(C=N2)C2=CC=C(C(=O)OC)C=C2)C1)F methyl 4-(6-bromo-4-fluoro-1H-benzo[d]imidazol-1-yl)benzoate